N1(N=CC=C1)C1=CC=C(CN2C3=NC(=NC=C3NC2=O)C2=C(C(=CC=C2)Cl)C(C)C)C=C1 9-(4-(1H-pyrazol-1-yl)benzyl)-2-(3-chloro-2-isopropylphenyl)-7,9-dihydro-8H-purin-8-one